C1(CC1)S(=O)(=O)C1=C2C=CNC2=C(C(=C1OC=1C=CC(=C(C1)C=1NC=C(N1)[C@@]1(CCOC2=C(C=CC=C12)CCC(=O)O)C)F)F)F 3-[(4R)-4-[2-[5-[(4-cyclopropylsulfonyl-6,7-difluoro-1H-indol-5-yl)oxy]-2-fluoro-phenyl]-1H-imidazol-4-yl]-4-methyl-chroman-8-yl]propanoic acid